4-(1-methyl-1H-1,2,4-triazol-3-yl)-2-(methylsulfonyl)aniline CN1N=C(N=C1)C1=CC(=C(N)C=C1)S(=O)(=O)C